C(=O)(OC(C)(C)C)C(CCCCCN1C(=NC=C1)[N+](=O)[O-])N 1-(6-Boc-Aminohexyl)-2-nitroimidazole